C1=CC=CC=2C3=CC=CC=C3N(C12)C1=CC=CC=2C3(C4=CC=CC=C4C12)C1=CC=CC=C1C=1C(=CC=CC13)N1C3=CC=CC=C3C=3C=CC=CC13 4,4'-bis(N-carbazolyl)-9,9'-spirobifluorene